BrC=1C=C(C2=CN(N=C2C1C)CC(=O)OCC)Cl Ethyl 2-(6-bromo-4-chloro-7-methyl-2H-indazol-2-yl)acetate